2-methoxypyridine-3,4-diamine COC1=NC=CC(=C1N)N